C(C)OC(=O)C1=CN=C2N1C=C(C(=C2)C)NC2=CC1=C(C=N2)N(C(N1C1CCOCC1)=O)C 7-methyl-6-((3-methyl-2-oxo-1-(tetrahydro-2H-pyran-4-yl)-2,3-dihydro-1H-imidazo[4,5-c]pyridin-6-yl)amino)imidazo[1,2-a]pyridine-3-carboxylic acid ethyl ester